5-(2-((4,4-difluorocyclohexyl)amino)-7H-pyrrolo[2,3-d]pyrimidin-5-yl)-1-methylpyridin-2(1H)-one FC1(CCC(CC1)NC=1N=CC2=C(N1)NC=C2C=2C=CC(N(C2)C)=O)F